7-(1,3-thiazol-2-yl)-1H,4H,5H,6H,7H,8H-pyrrolo[2,3-c]azepin-8-one S1C(=NC=C1)N1C(C2=C(CCC1)C=CN2)=O